5-(4-((4-cyclopropyl-5-(trifluoromethyl)pyrimidin-2-yl)amino)-5-methyl-1H-pyrazol-1-yl)-1-methylpiperidin-2-one C1(CC1)C1=NC(=NC=C1C(F)(F)F)NC=1C=NN(C1C)C1CCC(N(C1)C)=O